ClC1=NC(=NC=C1Cl)SC 4,5-Dichloro-2-(methylthio)pyrimidine